3-(2,5-dimethylpyrazol-3-yl)thiourea CN1N=C(C=C1NC(N)=S)C